N-[1-(dicyclopropylmethyl)-2-[[5-(3,5-dimethyl-1H-pyrazol-4-yl)-4-methoxy-2-pyridyl]amino]-2-oxo-ethyl]-2-ethyl-pyrazole-3-carboxamide C1(CC1)C(C(C(=O)NC1=NC=C(C(=C1)OC)C=1C(=NNC1C)C)NC(=O)C=1N(N=CC1)CC)C1CC1